CC1=C(C=CC(=C1)N1C(CCC1)=O)C=1C=CC(=NC1)NC1=CC2=C(OC[C@H]3N2C(CC3)=O)N=C1 (S)-2-((5-(2-methyl-4-(2-oxopyrrolidin-1-yl)phenyl)pyridin-2-yl)amino)-6,6a,7,8-tetrahydro-9H-pyrido[2,3-b]pyrrolo[1,2-d][1,4]oxazin-9-one